6-(dimethylamino)-N-[5-[3-(3,3-dimethylcyclopentyl)oxyphenyl]-4-(2,6-dimethylphenyl)-1,3-thiazol-2-yl]pyridine-2-sulfonamide CN(C1=CC=CC(=N1)S(=O)(=O)NC=1SC(=C(N1)C1=C(C=CC=C1C)C)C1=CC(=CC=C1)OC1CC(CC1)(C)C)C